(2R,3R,4S,5R,6R)-6-((5-(tert-butyl)isoxazol-3-yl)methyl)-4-(4-(3,5-difluoro-4-methylphenyl)-1H-1,2,3-triazol-1-yl)-2-(hydroxymethyl)-5-methoxytetrahydro-2H-pyran-3-ol C(C)(C)(C)C1=CC(=NO1)C[C@@H]1[C@@H]([C@H]([C@H]([C@H](O1)CO)O)N1N=NC(=C1)C1=CC(=C(C(=C1)F)C)F)OC